N1(CCC1)C1=C(C=C2CN(C(C2=C1)=O)C[C@H](C(C)(C)O)F)NC(=O)C=1C=NN2C1N=CC=C2 (R)-N-(6-(azetidin-1-yl)-2-(2-fluoro-3-hydroxy-3-methylbutyl)-1-oxoisoindolin-5-yl)pyrazolo[1,5-a]pyrimidine-3-carboxamide